C1(NCCC2=CC=CC=C12)C1NCCC2=CC=CC=C12 BIS-TETRAHYDROISOCHINOLIN